(R)-2-amino-N-isopropyl-5-(4-(2-methoxy-2-phenylacetamido)-2-methylphenyl)nicotinamide NC1=C(C(=O)NC(C)C)C=C(C=N1)C1=C(C=C(C=C1)NC([C@@H](C1=CC=CC=C1)OC)=O)C